N,N'-dimethyl-N,N'-diphenyl-urea CN(C(=O)N(C1=CC=CC=C1)C)C1=CC=CC=C1